N1=C(C=CC=C1)CN1CC=2NN=C(C2C1)C=O (5-picolyl-1,4,5,6-tetrahydropyrrolo[3,4-c]pyrazol-3-yl)methanone